F[C@H]1[C@@H](CNC1)NC(CCS(=O)(=O)C)=O N-((3r,4r)-4-fluoropyrrolidin-3-yl)-3-(methylsulfonyl)propionamide